C1(CC1)C=1NC(=C(C(C1C(=O)OCC1=CC=CC=C1)C=1C2=C(SC1)C(=CC=C2)C(=O)OC)C(=O)OCC2=CC=CC=C2)C2CC2 Dibenzyl 2,6-dicyclopropyl-4-(7-(methoxycarbonyl)benzo[b]thiophen-3-yl)-1,4-dihydropyridine-3,5-dicarboxylate